CS(=NC(=O)C1=NC2=CC=CC=C2N=C1COC1=CC=C(C=C1)C1=NN(C=C1C1=CC=NC=C1)C)(=O)C N-[Dimethyl(oxo)-λ6-sulfanylidene]-3-[[4-[1-methyl-4-(4-pyridyl)pyrazol-3-yl]phenoxy]methyl]quinoxaline-2-carboxamide